bromo(2-pyridyl)magnesium Br[Mg]C1=NC=CC=C1